(R)-4-(3-((4-bromo-2-(4,4-difluoropiperidine-1-carbonyl)-6-nitrophenyl)amino)piperidine-1-carbonyl)pyridin-2(1H)-one BrC1=CC(=C(C(=C1)[N+](=O)[O-])N[C@H]1CN(CCC1)C(=O)C1=CC(NC=C1)=O)C(=O)N1CCC(CC1)(F)F